2-(2-hydroxy-3-tert-octyl-5-α-cumylphenyl)-2H-benzotriazole OC1=C(C=C(C=C1C(C)(C)CC(C)(C)C)C(C)(C)C1=CC=CC=C1)N1N=C2C(=N1)C=CC=C2